N-(4-((4-(Trifluoromethyl)phenethyl)amino)phenyl)octanamid FC(C1=CC=C(CCNC2=CC=C(C=C2)NC(CCCCCCC)=O)C=C1)(F)F